(-)-5-azaspiro[2.4]heptan-7-ol C1CC12CNCC2O